C1(CCCCC1)COC1=NN2C(N=CC=C2)=N1 (cyclohexylmethoxy)[1,2,4]triazolo[1,5-a]pyrimidin